(4-(4-bromophenyl)oxazol-5-yl)methanol BrC1=CC=C(C=C1)C=1N=COC1CO